C(C=C)(=O)OCCC[Si](OCCC)(C)C 3-acryloxypropyldimethylmonopropyloxysilane